3-(aminomethyl)-5-(4-(aminomethyl)piperazin-1-yl)-2,3-dihydro-1,4-benzodioxine NCC1OC2=C(OC1)C=CC=C2N2CCN(CC2)CN